CCCCCCCCCCCCCCCC(=O)OC[C@@H]([C@@H]1C(=C(C(=O)O1)OC(=O)CCCCCCCCCCCCCCC)OC(=O)CCCCCCCCCCCCCCC)OC(=O)CCCCCCCCCCCCCCC Ascorbyl tetrapalmitate